N-(3-(2-bromoacetyl)-2,6-difluorophenyl)acetamide di-n-hexyl-phosphite C(CCCCC)OP(OCCCCCC)O.BrCC(=O)C=1C(=C(C(=CC1)F)NC(C)=O)F